C(C(C)(C)C)(=O)C1=CC=C(C(=O)N)C=C1 4-pivaloyl-benzamide